5-chloro-N4-[2-(dimethylphosphoryl)phenyl]-N2-{2-methoxy-4-[4-(4-methylpiperazin-1-yl)piperidin-1-yl]phenyl}pyrimidine-2,4-diamine ClC=1C(=NC(=NC1)NC1=C(C=C(C=C1)N1CCC(CC1)N1CCN(CC1)C)OC)NC1=C(C=CC=C1)P(=O)(C)C